CC1=NNC(=C1C1=CC=C(C=N1)NC([C@H](C1CCC(CC1)C)NC(=O)C1=CC=NN1C)=O)C N-((S)-2-((6-(3,5-dimethyl-1H-pyrazol-4-yl)pyridin-3-yl)amino)-1-((1r,4S)-4-methylcyclohexyl)-2-oxoethyl)-1-methyl-1H-pyrazole-5-carboxamide